Beta-cymene CC1=CC(=CC=C1)C(C)C